CC1=NOC(=C1C1=CC2=C(N(C(=N2)[C@@H]2CCC(N2)=O)[C@H]2C[C@@H](CC2)O)C=C1)C (S)-5-(5-(3,5-Dimethylisoxazol-4-yl)-1-((1R,3R)-3-hydroxycyclopentyl)-1H-benzo[d]imidazol-2-yl)pyrrolidin-2-one